C(#N)C1CN(C1)S(=O)(=O)N1C[C@H](CCC1)C(=O)N1[C@H](CCC1)C(=O)NCC1=CC(=CC=C1)OC(F)F 1-(((3S)-1-((3-cyano-1-azetidinyl)sulfonyl)-3-piperidinyl)carbonyl)-N-(3-(difluoromethoxy)benzyl)-D-prolinamide